P(=O)(O)(O)O.C1=CC=CC=2SC3=CC=CC=C3NC12 phenothiazine phosphate